4-(2-chloro-8-oxo-7,8-dihydro-9H-purin-9-yl)-4-cyanopiperidine-1-carboxylic acid tert-butyl ester C(C)(C)(C)OC(=O)N1CCC(CC1)(C#N)N1C2=NC(=NC=C2NC1=O)Cl